3-(6-methoxy-7-(methylamino)quinazolin-4-yloxy)-4-methyl-N-(4-(4-methylpiperazin-1-yl)-3-(trifluoromethyl)phenyl)benzamide COC=1C=C2C(=NC=NC2=CC1NC)OC=1C=C(C(=O)NC2=CC(=C(C=C2)N2CCN(CC2)C)C(F)(F)F)C=CC1C